C([C@@H](C(=O)[O-])O)[NH3+] S-isoserine